isopropyl 1-(hydroxymethyl)-3,3-dimethoxy-cyclobutanecarboxylate OCC1(CC(C1)(OC)OC)C(=O)OC(C)C